CC(C(=O)NC=1C=C(C=C(C1)NC(C(C)(C)C)=O)NC(C(C)(C)C)=O)(C)C N-[3,5-bis-(2,2-dimethylpropionylamino)-phenyl]-2,2-dimethylpropionamide